NC1=CC(=C(C=C1)CN1C[C@H](C([C@H](C1)C)O)C)C(F)(F)F (3R,4r,5S)-1-{[4-amino-2-(trifluoromethyl)phenyl]methyl}-3,5-dimethylpiperidin-4-ol